C(C)(C)(C)OC(=O)N1CCC(CC1)CN(C(CC)=O)C1CC1 4-{[cyclopropyl-(propionyl)amino]Methyl}piperidine-1-carboxylic acid tert-butyl ester